N-(3-(1-methyl-1H-pyrazol-3-yl)-4-(trifluoromethyl)phenyl)-5,6,7,8-tetrahydro-5,8-epiminoquinoline-9-carboxamide CN1N=C(C=C1)C=1C=C(C=CC1C(F)(F)F)NC(=O)N1C2C=3C=CC=NC3C1CC2